7-methylisothiazolo[4,5-b]Pyridine-3-carboxylic acid ethyl ester C(C)OC(=O)C1=NSC=2C1=NC=CC2C